(+/-)-2-[(1-benzyl-4-piperidinyl)methyl]-5,6-dimethoxy-1-indenone hydrochloride Cl.C(C1=CC=CC=C1)N1CCC(CC1)CC=1C(C2=CC(=C(C=C2C1)OC)OC)=O